8,9-dimethyl-7-(3-(2-methyl-6,7-dihydropyrazolo[1,5-a]pyrimidin-4(5H)-yl)-7,8-dihydro-1,6-naphthyridin-6(5H)-yl)-4H-pyrimido[1,2-b]pyridazin-4-one CC1=C(C=2N(N=C1N1CC=3C=C(C=NC3CC1)N1C=3N(CCC1)N=C(C3)C)C(C=CN2)=O)C